7-chloro-3-(4-(2,4-difluorobenzylidene)piperidin-1-yl)-2-(1-(difluoromethyl)-1H-pyrazol-4-yl)pyrido[3,4-b]pyrazine ClC1=CC=2C(=NC(=C(N2)C=2C=NN(C2)C(F)F)N2CCC(CC2)=CC2=C(C=C(C=C2)F)F)C=N1